CN(C)C=1C(C(C1)=O)=O (dimethylamino)cyclobut-3-ene-1,2-dione